2-(2-(cyclopropanesulfonamido)thiazol-4-yl)-N-(3-fluoro-5-(6-(trifluoromethyl)pyrazin-2-yl)pyridin-2-yl)-2-methylpropanamide C1(CC1)S(=O)(=O)NC=1SC=C(N1)C(C(=O)NC1=NC=C(C=C1F)C1=NC(=CN=C1)C(F)(F)F)(C)C